Dihydrosafrol CCCC1=CC2=C(C=C1)OCO2